2-hydrazino-5-(1-methyl-1H-1,2,3-triazol-4-yl)pyridine N(N)C1=NC=C(C=C1)C=1N=NN(C1)C